CC=1C=CC=2N(C3=CC=C(C=C3C2C1)C)CCCCOP(O)(O)=O (4-(3,6-dimethyl-9H-carbazol-9-yl)butyl)phosphoric acid